(7S)-6-(2,2-difluoroethyl)-3-[5-(difluoromethyl)-1,3,4-oxadiazol-2-yl]-7-(4-fluorophenyl)-7-methyl-7,8-dihydro-1,6-naphthyridin-5(6H)-one FC(CN1C(C=2C=C(C=NC2C[C@@]1(C)C1=CC=C(C=C1)F)C=1OC(=NN1)C(F)F)=O)F